CN(CC)C N,N-dimethylethan-amine